FC(COC=1C=CC2=NN(C(C(=C2N1)C1=CC=C(C=C1)OC(F)(F)F)=O)C1=CC2=CN(N=C2C=C1)C)F 6-(2,2-difluoroethoxy)-2-(2-methyl-2H-indazol-5-yl)-4-(4-(trifluoromethoxy)phenyl)pyrido[3,2-c]pyridazin-3(2H)-one